C1(C(CC(CC1)C(=C)C)O)=C p-mentha-1(7),8-dien-2-ol